6-guanidino-2-oxocaproic acid N(C(=N)N)CCCCC(C(=O)O)=O